C1(CCCC1)OC1=CC=C(C=C1)B(O)O 4-CYCLOPENTOXYPHENYLBORONIC ACID